C(C)OC1=CC(=C(C=C1)F)[N+](=O)[O-] 4-ethoxy-1-fluoro-2-nitrobenzene